S(=O)(=O)([O-])[O-].[Co+2].N1(CCCCCC1)C1=C(C(=O)N)C=C(C=N1)C(F)(F)F 2-(azepan-1-yl)-5-(trifluoromethyl)nicotinamide cobalt sulfate